BrC=1C(=NN(C1)C1=C2C(=NC=C1)NC=C2)C 4-(4-Bromo-3-methyl-pyrazol-1-yl)-1H-pyrrolo[2,3-b]pyridine